ClC=1C=CC(=NC1)NC(=S)N 5-chloropyridin-2-ylthiourea